IC(CC)CCC 3-iodo-hexane